2-Ethyl-3,5-dimethylpyrazine C(C)C1=NC=C(N=C1C)C